4-(3-(4-(5-(Difluoromethyl)-1,3,4-oxadiazol-2-yl)benzyl)-2-oxo-2,3-dihydro-1H-imidazo[4,5-b]pyridin-1-yl)piperidine-1-carboxylic acid tert-butyl ester C(C)(C)(C)OC(=O)N1CCC(CC1)N1C(N(C2=NC=CC=C21)CC2=CC=C(C=C2)C=2OC(=NN2)C(F)F)=O